2-(2-chloropyridin-4-yl)oxazole-4-carboxylic acid ClC1=NC=CC(=C1)C=1OC=C(N1)C(=O)O